bromospiro[cyclohexane-1,2'-indene]-1',4(3'H)-dione BrC1C2(C(C3=CC=CC=C13)=O)CCC(CC2)=O